3-(1-oxo-5-(2,3,4,5-tetrahydro-1H-benzo[d]azepine-3-carbonyl)isoindolin-2-yl)piperidine-2,6-dione O=C1N(CC2=CC(=CC=C12)C(=O)N1CCC2=C(CC1)C=CC=C2)C2C(NC(CC2)=O)=O